methylthiosulfonyl-(2-sulfonylethyl)sodium CS(=S)(=O)C(C[Na])=S(=O)=O